methyltri(cyclohexyloxy)silane 2-bromo-3,5,6-trifluorobenzyl-(1R)-trans-3-(2-methyl-1-propenyl)-2,2-dimethylcyclopropanecarboxylate BrC1=C(COC(=O)[C@H]2C([C@@H]2C=C(C)C)(C)C)C(=C(C=C1F)F)F.C[Si](OC1CCCCC1)(OC1CCCCC1)OC1CCCCC1